(2R)-6-(tert-butoxycarbonylamino)-2-[[(2R)-2-[[(2R)-2-(tert-butoxycarbonylamino)-3-phenyl-propionyl]amino]-5-phenyl-pent-4-ynoyl]amino]hexanoic acid C(C)(C)(C)OC(=O)NCCCC[C@H](C(=O)O)NC([C@@H](CC#CC1=CC=CC=C1)NC([C@@H](CC1=CC=CC=C1)NC(=O)OC(C)(C)C)=O)=O